BrC=1N=C(SC1SC(C)C)N1N=C(C(=C1C(=O)OCC)C1=CC(=CC=C1)F)C Ethyl 1-(4-bromo-5-(isopropylthio)thiazol-2-yl)-4-(3-fluorophenyl)-3-methyl-1H-pyrazole-5-carboxylate